1,3,5-tri(p-vinylphenyl)benzene, ruthenium salt [Ru].C(=C)C1=CC=C(C=C1)C1=CC(=CC(=C1)C1=CC=C(C=C1)C=C)C1=CC=C(C=C1)C=C